N-[2-(5-Ethylthiomethoxy-1H-indol-3-yl)ethyl]acetamide C(C)SCOC=1C=C2C(=CNC2=CC1)CCNC(C)=O